N1(N=NC2=C1C=CC=C2)CC(=O)N(C2=CC=C(C=C2)C=2N=CNC2)C(C)C2=CC(=CC(=C2)F)F 2-(benzotriazol-1-yl)-N-[1-(3,5-difluorophenyl)ethyl]-N-[4-(1H-imidazol-4-yl)phenyl]acetamide